NC1=NC(=CC(=N1)C=1C=C(C=CC1)O)NCC1=CC2=C(OCO2)C=C1 3-(2-amino-6-((benzo[d][1,3]dioxol-5-ylmethyl)amino)pyrimidin-4-yl)phenol